NC=1C(=NSC1C(=O)N1CCC(CC1)OC=1C=CC=C2C(=NN(C12)C)C1C(NC(CC1)=O)=O)C(=O)NCC 4-Amino-5-(4-((3-(2,6-dioxopiperidin-3-yl)-1-methyl-1H-indazol-7-yl)oxy)-piperidine-1-carbonyl)-N-ethylisothiazole-3-carboxamide